CN1N=C(C(=C1)OC1CN(C1)C=1N=C(C2=C(N1)C(N(C(=N2)C(F)(F)F)C)=O)C2=C(C=C(C#N)C=C2)F)C 4-(2-(3-((1,3-dimethyl-1H-pyrazol-4-yl)oxy)azetidin-1-yl)-7-methyl-8-oxo-6-(trifluoromethyl)-7,8-dihydropyrimido[5,4-d]pyrimidin-4-yl)-3-fluorobenzonitrile